N-isopropyl-4-methyl-5-(2-((5-(piperazin-1-yl)pyridin-2-yl)amino)pyrimidin-4-yl)thiazol-2-amine C(C)(C)NC=1SC(=C(N1)C)C1=NC(=NC=C1)NC1=NC=C(C=C1)N1CCNCC1